[1-(5-Chloro-1,3-benzoxazol-2-yl)-4-piperidyl]methanamine ClC=1C=CC2=C(N=C(O2)N2CCC(CC2)CN)C1